(1R)-5-(3-phenylazetidin-1-yl)-7-((tetrahydro-2H-pyran-4-yl)amino)-2,3-dihydrothieno[3,2-b]pyridine-1-oxide C1(=CC=CC=C1)C1CN(C1)C1=CC(=C2C(=N1)CC[S@]2=O)NC2CCOCC2